4-[ethyl-(methyl)phosphoryl]-N-(4-ethynyl-2-fluorophenyl)pyridin-3-amine C(C)P(=O)(C)C1=C(C=NC=C1)NC1=C(C=C(C=C1)C#C)F